4-[3-(6,7-dihydro-5H-pyrazolo[1,5-a]pyrimidin-4-yl)-7,8-dihydro-5H-1,6-naphthyridin-6-yl]-7-methyl-thieno[3,2-d]pyrimidine N1=CC=C2N1CCCN2C=2C=NC=1CCN(CC1C2)C=2C1=C(N=CN2)C(=CS1)C